C1(CC1)CN1C(=CC2=CC=CC(=C12)O)C1=NC=2C(=CC=3CCN(C(C3C2)=O)CCCF)N1C 1-(2-(1-(cyclopropylmethyl)-7-hydroxy-1H-indol-2-yl)-1-methyl-5-oxo-1,5,7,8-tetrahydro-6H-imidazo[4,5-g]isoquinolin-6-yl)-3-fluoropropan